3-[[[6-[cyclopropyl-[[4-(trifluoromethyl)phenyl]methyl]amino]-5-fluoro-pyrimidin-4-yl]amino]methyl]cyclobutane-carboxamide C1(CC1)N(C1=C(C(=NC=N1)NCC1CC(C1)C(=O)N)F)CC1=CC=C(C=C1)C(F)(F)F